N'-[1-[2-Fluoro-4-(1,1,2,2,2-pentafluoroethyl)phenyl]ethyl]-N'-methyl-oxamide 2,2,2-Trifluoroethyl-2-chloro-2-oxo-acetate FC(COC(C(=O)Cl)=O)(F)F.FC1=C(C=CC(=C1)C(C(F)(F)F)(F)F)C(C)N(C(C(N)=O)=O)C